1-(4-hydroxy-3-methoxyphenyl)-7-(5-methylfuran-2-yl)hepta-1,6-diene-3,5-dione OC1=C(C=C(C=C1)C=CC(CC(C=CC=1OC(=CC1)C)=O)=O)OC